COC(C1=C(C=C(C(=C1)F)C#N)C)=O.C(#N)C1=CC(=C(COC2=CN=CC(=N2)N2C[C@@H](N(CC2)C(=O)OC(C)(C)C)C)C=C1)F tert-butyl (S)-4-(6-((4-cyano-2-fluorobenzyl)oxy)pyrazin-2-yl)-2-methylpiperazine-1-carboxylate methyl-4-cyano-5-fluoro-2-methyl-benzoate